NC1=C(C(=O)OC)C=C(C(=C1Br)I)OC methyl 2-amino-3-bromo-4-iodo-5-methoxybenzoate